COC=C1CCC(CC1)C(=O)OCC1=CC=CC=C1 benzyl 4-(methoxymethylene)cyclohexane-1-carboxylate